3-mercapto-propylsulfonic acid sodium salt [Na+].SCCCS(=O)(=O)[O-]